ClC1=C(CNC(=O)[C@]2(C=3C=CC=NC3[C@@]3(CC2)CNC(O3)=O)F)C=CC(=C1)Cl (5R,5'S)-N-(2,4-dichlorobenzyl)-5'-fluoro-2-oxo-6',7'-dihydro-5'H-spiro[oxazolidine-5,8'-quinoline]-5'-carboxamide